(6-(difluoromethyl)pyridin-2-yl)((4r,5r)-3,3,7,7-tetrafluoro-4-hydroxy-1-azaspiro[4.4]nonan-1-yl)methanone FC(C1=CC=CC(=N1)C(=O)N1CC([C@@H]([C@@]12CC(CC2)(F)F)O)(F)F)F